(1R,2S,6R,7S)-4-(6-ethynyl-1,3-benzothiazol-2-yl)-4-azatricyclo[5.2.1.02,6]dec-8-en-3,5-dione C(#C)C1=CC2=C(N=C(S2)N2C([C@H]3[C@H]4C=C[C@@H]([C@H]3C2=O)C4)=O)C=C1